C1(CC1)C(=O)NC=1C=C(C=CC1)NC1=C(C=C(C(=O)N=C2NCCN2)C=C1)C1CC1 4-[(3-cyclopropaneamidophenyl)amino]-3-cyclopropyl-N-[(2E)-imidazolidin-2-ylidene]benzamide